6-bromo-2-(2-((2-phenylpropan-2-yl)oxy)ethyl)isoindolin-1-one BrC1=CC=C2CN(C(C2=C1)=O)CCOC(C)(C)C1=CC=CC=C1